N-(3'-cyano-[1,1'-biphenyl]-4-yl)-2-(2-(cyclopropanesulfonylamino)pyrimidin-4-yl)-2-methylpropanamide C(#N)C=1C=C(C=CC1)C1=CC=C(C=C1)NC(C(C)(C)C1=NC(=NC=C1)NS(=O)(=O)C1CC1)=O